6-[6-(2-Benzo[b]thiophen-5-yl-ethylamino)-pyrimidin-4-yl]-benzofuran S1C2=C(C=C1)C=C(C=C2)CCNC2=CC(=NC=N2)C2=CC1=C(C=CO1)C=C2